hydroxyphenyl-oxolane OC1(OCCC1)C1=CC=CC=C1